C1(=CC=CC=C1)N(C1=CC=C(C=C1)C1=CC=C(C=C1)N(C1=CC=CC2=CC=CC=C12)C1=CC=CC=C1)C1=CC=CC2=CC=CC=C12 4,4'-bis[phenyl-(1-naphthyl)amino]biphenyl